5-fluoro-2-((3S)-3-methoxy-6,8-dioxo-10-(trifluoromethyl)-3,4,7,8-tetrahydro-2H,6H-[1,4]thiazepino[2,3,4-ij]quinazolin-11-yl)benzamide FC=1C=CC(=C(C(=O)N)C1)C1=C(C=C2C(NC(N3C2=C1SC[C@H](C3)OC)=O)=O)C(F)(F)F